C1(CCC1)[C@@H](CN(C(=O)[C@H]1OC2=CC(=C(C=C2CC1)F)OC1=NC=2N(C=C1)C(=NC2)C2CC2)CC(N2CCCC2)=O)C2=CC=CC=C2 (2S)-N-[(2R)-2-Cyclobutyl-2-phenyl-ethyl]-7-(6-cyclopropylimidazo[1,5-a]pyrimidin-2-yl)oxy-6-fluoro-N-(2-oxo-2-pyrrolidin-1-yl-ethyl)chromane-2-carboxamide